N[C@@H]1CN(CC[C@H]1F)C1=NC2=C(N1CC(=O)N1CCOCC1)C=CC(=C2)C(F)(F)F 2-(2-((3R,4R)-3-Amino-4-fluoropiperidin-1-yl)-5-(trifluoromethyl)-1H-benzo[d]imidazol-1-yl)-1-morpholinoethan-1-on